5-(azetidin-1-yl)-2-((6-((((3-fluorocyclobutyl)methyl)-amino)methyl)imidazo[1,2-a]pyridin-2-yl)methyl)-2,7-naphthyridin-1(2H)-one N1(CCC1)C1=C2C=CN(C(C2=CN=C1)=O)CC=1N=C2N(C=C(C=C2)CNCC2CC(C2)F)C1